1-bromo-4-ethynylbenzene BrC1=CC=C(C=C1)C#C